C12CN(CC(CNC1)O2)C=2N=C1C(=NC2)N=C(C=C1)SC1=C(C(=NC=C1)N)Cl 4-((2-(9-oxa-3,7-diazabicyclo[3.3.1]nonan-3-yl)pyrido[2,3-b]pyrazin-6-yl)thio)-3-chloropyridin-2-amine